C(C=C)(=O)NC1=CC=C(C=C1)C1=NN2N=CN=C(C2=C1C1=CC(=C(C(=O)NCC2CCC2)C=C1)OC)N 4-(6-(4-acrylamidophenyl)-4-aminopyrazolo[5,1-f][1,2,4]triazin-5-yl)-N-(cyclobutylmethyl)-2-methoxybenzamide